2-bromo-4H-thieno[2,3-c]pyrrol-6(5H)-one BrC1=CC2=C(C(NC2)=O)S1